[Cs].C=CCCCCCCCCCCCCCCCC 1-octadecene, cesium salt